C1(CC1)[C@@H]1C[C@H](N(C1)C(=O)N[C@H](\C=C\S(=O)(=O)C)C1CC1)C1=CC=CC=C1 (2S,4S)-4-cyclopropyl-N-((S,E)-1-cyclopropyl-3-(methylsulfonyl)allyl)-2-phenylpyrrolidine-1-carboxamide